4-chloro-N-(4,4-difluorocyclohexyl)-6-(3,5-dimethyl-1H-pyrazol-1-yl)-1,3,5-triazin-2-amine ClC1=NC(=NC(=N1)N1N=C(C=C1C)C)NC1CCC(CC1)(F)F